FC(C1=CC=C(C2=CC=CC=C12)N1CCNCC1)(F)F 1-(4-(trifluoromethyl)naphthalen-1-yl)piperazine